3-(4-amino-9-(2-((1R,3S,5R)-3-((6-bromopyridin-2-yl)carbamoyl)-2-azabicyclo[3.1.0]hexan-2-yl)-2-oxoethyl)-9H-pyrimido[4,5-b]indol-6-yl)propanoic acid NC1=NC=NC=2N(C3=CC=C(C=C3C21)CCC(=O)O)CC(=O)N2[C@@H]1C[C@@H]1C[C@H]2C(NC2=NC(=CC=C2)Br)=O